pyridine-2-carboxylic acid methoxy-amide CONC(=O)C1=NC=CC=C1